BrC1=CC=C(C=C1)S(=O)(=O)Cl 4-bromo-benzene-sulfonyl chloride